C(C)C1=CC=C(S1)C(CO)C 2-(5-Ethyl-2-thienyl)propan-1-ol